ClC=1C=C2C(=CC1)NC(C21CC(N(CC1)C(=O)OC(C)(C)C)C)=O tert-butyl 5-chloro-2'-methyl-2-oxo-spiro[indoline-3,4'-piperidine]-1'-carboxylate